1-(2-morpholin-4-ylethyl)pyridin-2(1H)-one N1(CCOCC1)CCN1C(C=CC=C1)=O